1-N'-(4-fluorophenyl)-N-[4-[7-methoxy-6-(2-piperidin-1-ylethylcarbamoyl)quinolin-4-yl]oxyphenyl]cyclopropane-1,1-dicarboxamide FC1=CC=C(C=C1)NC(=O)C1(CC1)C(=O)NC1=CC=C(C=C1)OC1=CC=NC2=CC(=C(C=C12)C(NCCN1CCCCC1)=O)OC